C1(CC1)C[C@@H](C(=O)O)N(C([C@H](CC1CC1)NC(C(F)(F)F)=O)=O)C (S)-3-cyclopropyL-2-((S)-3-cyclopropyl-N-methyl-2-(2,2,2-trifluoroacetamido)propanamido)propanoic acid